1-amidino-3-methylpyrazole nitrate [N+](=O)(O)[O-].C(N)(=N)N1N=C(C=C1)C